NC1(CSCC1)C(=O)O 3-AMINO-TETRAHYDRO-THIOPHENE-3-CARBOXYLIC ACID